N-(5-(difluoromethoxy)-1H-pyrazol-3-yl)-6-(((2R,4R)-1,2-dimethylpiperidin-4-yl)oxy)pyrazin-2-amine FC(OC1=CC(=NN1)NC1=NC(=CN=C1)O[C@H]1C[C@H](N(CC1)C)C)F